IC[Si-]12(OC=3C=CC=CC3O1)OC=1C=CC=CC1O2 8-(iodomethyl)-8,8'-spirobi[7,9-dioxa-8-silanuidabicyclo[4.3.0]nona-1(6),2,4-triene]